FC=1C=C(OCC2CCC(CC2)C(=O)OC)C=C(C1[C@H]1N([C@@H](CC2=C1NC1=CC=CC=C21)C)CC(C)(C)F)F methyl (1R,4r)-4-((3,5-difluoro-4-((1R,3R)-2-(2-fluoro-2-methylpropyl)-3-methyl-2,3,4,9-tetrahydro-1H-pyrido[3,4-b]indol-1-yl)phenoxy) methyl)cyclohexane-1-carboxylate